FC=1C(=NC(=NC1)N1C[C@H]([C@H](CC1)F)F)NC1=CC=2C3=C(C(N(C2C=C1)C)=O)OCC([C@@H](N3)C3CC3)(F)F (S)-10-((5-Fluoro-2-((3R,4S)-3,4-difluoropiperidin-1-yl)pyrimidin-4-yl)amino)-2-cyclopropyl-3,3-difluoro-7-methyl-1,2,3,4-tetrahydro-[1,4]oxazepino[2,3-c]chinolin-6(7H)-on